3-((2-chloropyrimidin-4-yl)amino)-8-fluoroquinolin-2(1H)-one ClC1=NC=CC(=N1)NC=1C(NC2=C(C=CC=C2C1)F)=O